2-chloro-N-(5-chloro-6-(2H-1,2,3-triazol-2-yl)pyridin-3-yl)-8-(difluoromethyl)-8-methoxy-7,8-dihydro-6H-pyrazolo[1,5-a]pyrrolo[2,3-e]pyrimidine-6-carboxamide ClC1=NN2C(N=CC3=C2C(CN3C(=O)NC=3C=NC(=C(C3)Cl)N3N=CC=N3)(OC)C(F)F)=C1